C(C)N1N=CC(=C1)NC=1N=C(C2=C(N1)NC=C2)O[C@H]2CNCC[C@H]2F N-(1-ethyl-1H-pyrazol-4-yl)-4-(((3S,4R)-4-fluoropiperidin-3-yl)oxy)-7H-pyrrolo[2,3-d]pyrimidin-2-amine